tert-Butyl 2-[3-(dibenzylamino)-2-fluoro-4-nitrophenyl]-4,4-difluorobutanoate C(C1=CC=CC=C1)N(C=1C(=C(C=CC1[N+](=O)[O-])C(C(=O)OC(C)(C)C)CC(F)F)F)CC1=CC=CC=C1